5-chloro-4-(4-methyl-1-(benzenesulfonyl)-1H-pyrazol-3-yl)-N-(1-(4-nitrobenzyl)-1H-pyrazol-4-yl)pyrimidin-2-amine ClC=1C(=NC(=NC1)NC=1C=NN(C1)CC1=CC=C(C=C1)[N+](=O)[O-])C1=NN(C=C1C)S(=O)(=O)C1=CC=CC=C1